BrC1C(N(OCC1)CC1=CC=C(C=C1)F)=O 4-bromo-2-(4-fluorobenzyl)-1,2-oxazinan-3-one